COC1=CC(=CC2=C1N(C=N2)C)C(=O)[O-] 7-methoxy-1-methyl-benzimidazole-5-carboxylate